2-(aminomethyl)-1H-benzo[d]Imidazole-4-carboxamide NCC1=NC2=C(N1)C=CC=C2C(=O)N